5-trifluoromethyl-1-(5-chloro-2-hydroxyphenyl)1,3-dihydro-2H-benzimidazol-2-one FC(C1=CC2=C(N(C(N2)=O)C2=C(C=CC(=C2)Cl)O)C=C1)(F)F